NC1=C(C=C2C(=N1)C(C=1C(=CC=CC1O2)Cl)=O)SC2=CC=C(C=C2)N2CCNCC2 2-amino-9-chloro-3-((4-(piperazin-1-yl)phenyl)thio)-10H-chromeno[3,2-b]pyridin-10-one